C(C)(C)(C)C=1C(=C(NC(C1)(C(=O)O)C)F)C=1CCN(CC1)C(=O)O tert-butyl-6-methyl-2-fluoro-3',6'-dihydro-2'H-[3,4'-bipyridine]-1',6-dicarboxylic acid